4-chloro-2,3,5,6-tetramethylbenzaldehyde ClC1=C(C(=C(C=O)C(=C1C)C)C)C